6-amino-3-(2-methoxyethyl)-5-(6-methoxypyridin-3-yl)quinazolin-4(3H)-one NC=1C(=C2C(N(C=NC2=CC1)CCOC)=O)C=1C=NC(=CC1)OC